4-(trifluoromethyl)phenylhydrazine hydrochloride Cl.FC(C1=CC=C(C=C1)NN)(F)F